2-methyl-9,10-bis(2-n-hexadecenyl-2-carboxyethyl)carbonyloxyanthracene CC1=CC2=C(C3=CC=CC=C3C(=C2C=C1)OC(=O)CC(C=CCCCCCCCCCCCCCC)C(=O)O)OC(=O)CC(C(=O)O)C=CCCCCCCCCCCCCCC